C(C1=C(C(=CC(=C1)C)C(C)(C)C)O)C1=C(C(=CC(=C1)C)C(C)(C)C)O 2,2'-Methylen-bis(4-methyl-6-tert-butylphenol)